CC(C)(C)[S@@](=O)N[C@H]1C2(CN3C1=NN=C3)CCNCC2 (R)-2-methyl-N-((S)-5'H,7'H-spiro[piperidine-4,6'-pyrrolo[2,1-c][1,2,4]triazol]-7'-yl)propane-2-sulfinamide